2-(2-((tert-butoxycarbonyl)amino)ethyl)nicotinic acid C(C)(C)(C)OC(=O)NCCC1=C(C(=O)O)C=CC=N1